C(CCC)N1C(CCCCC1)=O N-butyl-ε-caprolactam